N-(9,10-dioxo-4,5-bis((4-oxopentyl)oxy)-9,10-dihydroanthracen-2-yl)propiolamide O=C1C2=CC=CC(=C2C(C=2C(=CC(=CC12)NC(C#C)=O)OCCCC(C)=O)=O)OCCCC(C)=O